(1aR,2S,5aR)-2-(1,1-Dioxo-tetrahydro-1λ6-thiophen-3-yl)-1a,2,5,5a-tetrahydro-1H-2,3-diaza-cyclopropa[a]pentalene-4-carboxylic acid (2-hydroxy-1,1-dimethyl-ethyl)-amide OCC(C)(C)NC(=O)C=1C=2C[C@@H]3[C@H](C2N(N1)C1CS(CC1)(=O)=O)C3